2-hydrazineyl-4-methoxy-6-(trifluoromethyl)pyrimidine N(N)C1=NC(=CC(=N1)OC)C(F)(F)F